FC1=C(C=CC=C1)NC(=O)C1(C(N(CC1)C)=O)SC1=CC=CC=C1 N-(2-fluorophenyl)-1-methyl-2-oxo-3-(phenylsulfanyl)pyrrolidine-3-carboxamide